Cl.N[C@@H]1CN(CC1)C(=O)OCC1=CC=CC=C1 Benzyl (S)-3-Aminopyrrolidine-1-Carboxylate Hydrochloride